N-(3',4'-dichloro-5-fluorobiphenyl-2-yl)-1-methylbiphenyl-4-carboxamide ClC=1C=C(C=CC1Cl)C1=C(C=CC(=C1)F)NC(=O)C1=CCC(C=C1)(C1=CC=CC=C1)C